(3-(3-chloro-2-fluorophenoxy)-6-methylpyridazine-4-yl)-5-(2-chloro-4-methylbenzyl)-5,6-dihydro-4H-1,2,4-oxadiazine ClC=1C(=C(OC=2N=NC(=CC2C2=NOCC(N2)CC2=C(C=C(C=C2)C)Cl)C)C=CC1)F